BrC=1C=C(C=C2CCC(C12)=O)F 7-bromo-5-fluoro-indan-1-one